1-hexyl-3-methylimidazolium-bis(trifluoromethanesulfonyl)imide salt [N-](S(=O)(=O)C(F)(F)F)S(=O)(=O)C(F)(F)F.C(CCCCC)N1C=[N+](C=C1)C